n-Butyl-Imidazoleglyceryl-trimyristin C(CCC)C(CCCCCCCCCCCCC(OCC(OC(CCCCCCCCCCCCC)=O)COC(CCCCCCCCCCCCC)=O)=O)CC(O)C(O)C=1NC=CN1